OB1OCC2=C1C=C(C=C2C(F)(F)F)C(=O)N(CC(=O)O)CCNC(=O)C=2C=C(C1=C(B(OC1)O)C2)C(F)(F)F (1-hydroxy-4-(trifluoromethyl)-1,3-dihydrobenzo[c][1,2]oxaborole-6-carbonyl)-N-(2-(1-hydroxy-4-(trifluoromethyl)-1,3-dihydrobenzo[c][1,2]oxaborole-6-carboxamido)ethyl)glycine